CC=1SC2=C(N1)C=C(C(=C2)C)C 2,5,6-trimethyl-1,3-benzothiazole